FC=1C=C2C=C(NC2=CC1OCC1=CC(=NO1)C)CNC(OC)=O methyl ({5-fluoro-6-[(3-methyl-5-isoxazolyl)methoxy]-2-indolyl}methyl)carbamate